5,5-dimethyl-2-hexanone CC(CCC(C)=O)(C)C